C1(CCCCC1)C1=C(C(=CC(=C1)[C@@H]1NCCC1)F)C=1N=C2SC3=C(N2C1)C=CC(=C3)C(=O)NCCCN3CCC(CC3)F (R)-2-(2-cyclohexyl-6-fluoro-4-(pyrrolidin-2-yl)phenyl)-N-(3-(4-fluoropiperidin-1-yl)propyl)benzo[d]imidazo[2,1-b]thiazole-7-carboxamide